NC1=C(C2=C(N=C(N=C2)N2C[C@H](CC2)O)N1C1=C(C(=CC=C1C)O)C)C(=O)N 6-amino-7-(3-hydroxy-2,6-dimethyl-phenyl)-2-[(3S)-3-hydroxypyrrolidin-1-yl]pyrrolo[2,3-d]pyrimidine-5-carboxamide